isobutyl 2,5-dichloro-4-di-tert-butylphosphino-3-thiophenesulfonate ClC=1SC(=C(C1S(=O)(=O)OCC(C)C)P(C(C)(C)C)C(C)(C)C)Cl